Acryloyldimethyltaurate C(C=C)(=O)NC(C)(C)CS(=O)(=O)[O-]